4-hydroxy-1-benzhydryl-proline OC1C[C@H](N(C1)C(C1=CC=CC=C1)C1=CC=CC=C1)C(=O)O